C1C(CC2CC(CC12)O)O (2r,3ar,5r,6ar)-octahydro-pentalene-2,5-diol